N-(carboxymethyl)-N-[2-(diethylamino)ethyl]-glycine C(=O)(O)CN(CC(=O)O)CCN(CC)CC